NC1=CC2=CN(N=C2C=C1C(C)(C)O)C1CCC(CC1)N1[C@H](CN(CC1)C(=O)OC(C)(C)C)COC tert-butyl (R)-4-((1r,4R)-4-(5-amino-6-(2-hydroxypropan-2-yl)-2H-indazol-2-yl)cyclohexyl)-3-(methoxymethyl)piperazine-1-carboxylate